OC1=CC(N(C=2N(C(N(C(C21)=O)C2=CC=C(C=C2)C)=O)C2=CC=C(C=C2)C)CCCN2CCOCC2)=O 5-hydroxy-8-(3-morpholinopropyl)-1,3-bis(4-methylphenyl)pyrido[2,3-d]pyrimidine-2,4,7(1h,3h,8h)-trione